R-(+)-1-phenylethylamine C1(=CC=CC=C1)[C@@H](C)N